Cl.CO[C@H]1[C@H](C1)N (1s,2r)-2-methoxycyclopropylamine hydrochloride